BrC1=NC(=CC(=C1)C(F)(F)F)Br 2,6-dibromo-4-(trifluoromethyl)pyridine